4-(pyridin-2-yl)piperidin-4-amine N1=C(C=CC=C1)C1(CCNCC1)N